FC=1C=C2C(C(=CN3C2=C(C1N1C[C@@H](CC1)NC1=NC=CC=N1)OC[C@@H]3C)C(=O)O)=O (S)-9-fluoro-3-methyl-7-oxo-10-((R)-3-(pyrimidin-2-ylamino)pyrrolidin-1-yl)-2,3-dihydro-7H-[1,4]oxazino[2,3,4-ij]quinoline-6-carboxylic acid